monoethyl(3,5-di-tert-butyl-4-hydroxybenzyl)phosphonate calcium salt [Ca+].C(C)OP([O-])(=O)CC1=CC(=C(C(=C1)C(C)(C)C)O)C(C)(C)C